3-(5-(((S)-1-((2-((R)-3,3-Dimethyltetrahydro-2H-pyran-4-yl)quinolin-6-yl)methyl)pyrrolidin-3-yl)oxy)-1-oxoisoindolin-2-yl)piperidine-2,6-dione CC1(COCC[C@H]1C1=NC2=CC=C(C=C2C=C1)CN1C[C@H](CC1)OC=1C=C2CN(C(C2=CC1)=O)C1C(NC(CC1)=O)=O)C